ClC1=CC(=C(C=C1)S(=O)(=O)N[C@@H](C(C)C1=C(C(=CC=C1F)C)F)C=1OC(NN1)=O)OC 4-chloro-N-((1S)-2-(2,6-difluoro-3-methylphenyl)-1-(5-oxo-4,5-dihydro-1,3,4-oxadiazol-2-yl)propyl)-2-methoxybenzenesulfonamide